4,4'-(methylazanediyl)bis(butan-1-ol) CN(CCCCO)CCCCO